FC1=C2C(=NC(=NC2=CC=C1)CO)C (5-Fluoro-4-methylquinazolin-2-yl)methanol